C(C)(=O)NC=1C=C(C=C(C1C)C(NCC=1C(NC(=CC1C)C)=O)=O)C1=CC=C(C=C1)C1=NC2=C(N1)C=CC=C2C(=O)N 2-(3'-acetamido-5'-(((4,6-dimethyl-2-oxo-1,2-dihydropyridin-3-yl)methyl)carbamoyl)-4'-methyl-[1,1'-biphenyl]-4-yl)-1H-benzo[d]imidazole-4-carboxamide